C(C)(C)(C)OC(=O)N[C@H](C(=O)O[C@H](C(=O)N(C)C)C(C)C)CC1=CC(=CC=C1)S(=O)(=O)N1CC(C1)(C1=NC=C(C=C1)F)OC1=CC=C(C=C1)F (2S)-1-(Dimethylamino)-3-methyl-1-oxobutan-2-yl (2S)-2-[(tert-butoxycarbonyl)amino]-3-(3-{[3-(4-fluorophenoxy)-3-(5-fluoropyridin-2-yl)azetidin-1-yl]sulfonyl}phenyl)propanoate